N-cyclohexyl-1,2-ethylenediamine C1(CCCCC1)NCCN